FC(CO)(S(=O)(=O)C1=CC=C(C)C=C1)F 2,2-difluoro-2-(p-toluenesulfonyl)ethan-1-ol